nonadecyl fluorodecyl-sulfonate FCCCCCCCCCCS(=O)(=O)OCCCCCCCCCCCCCCCCCCC